1-(2-fluorophenyl)-1H-imidazole-4-carboxylic acid ethyl ester C(C)OC(=O)C=1N=CN(C1)C1=C(C=CC=C1)F